FC(C1CN(C1)[C@H]1C[C@H](N(CC1)CC1=C2C=CNC2=C(C=C1OC)C)C1=CC=C(C(=O)O)C=C1)F 4-((2S,4R)-4-(3-(difluoromethyl)azetidin-1-yl)-1-((5-methoxy-7-methyl-1H-indol-4-yl)methyl)piperidin-2-yl)benzoic acid